1-(3-(4-chloro-6-phenyl-1,3,5-triazin-2-yl)phenyl)-2-phenyl-1H-benzimidazole ClC1=NC(=NC(=N1)C1=CC=CC=C1)C=1C=C(C=CC1)N1C(=NC2=C1C=CC=C2)C2=CC=CC=C2